N-(5'-(tert-butyl)-2'-(phenylselanyl)-[1,1'-biphenyl]-2-yl)picolinamide C(C)(C)(C)C=1C=CC(=C(C1)C1=C(C=CC=C1)NC(C1=NC=CC=C1)=O)[Se]C1=CC=CC=C1